N-(4-hydroxybutyl)-3-methyl-5-(1-methyl-6-oxo-1,6-dihydropyridin-3-yl)-N-(1-(pyridin-2-yl)piperidin-4-yl)benzo[b]thiophene-2-carboxamide OCCCCN(C(=O)C1=C(C2=C(S1)C=CC(=C2)C2=CN(C(C=C2)=O)C)C)C2CCN(CC2)C2=NC=CC=C2